ethyl 2-(4-{[cyclopropyl (propionyl) amino] methyl} piperidin-1-yl)-6-azaspiro[3.4]octane-6-carboxylate C1(CC1)N(C(CC)=O)CC1CCN(CC1)C1CC2(C1)CN(CC2)C(=O)OCC